5-chloro-6-(1,1-difluoroethyl)-N-[(5-fluoro-4-methylpyridin-3-yl)methyl]pyridine-3-carboxamide ClC=1C=C(C=NC1C(C)(F)F)C(=O)NCC=1C=NC=C(C1C)F